CC1(CC1)/C=C/C(=O)OC methyl (E)-3-(1-methylcyclopropyl)acrylate